5-Amino-1-isopropyl-3-(4-(2-((5-neopentyl-1,3,4-thiadiazol-2-yl)amino)-2-oxoethyl)phenyl)-1H-pyrazole-4-carboxamide NC1=C(C(=NN1C(C)C)C1=CC=C(C=C1)CC(=O)NC=1SC(=NN1)CC(C)(C)C)C(=O)N